(1s,4s)-4-((2-((2-(1-(Cyclopropylsulfonyl)-1H-pyrazol-4-yl)pyridin-4-yl)amino)-5-(1-(2,2,2-trifluoroethyl)-1H-pyrazol-3-yl)pyrimidin-4-yl)amino)-1-methylcyclohexan-1-ol C1(CC1)S(=O)(=O)N1N=CC(=C1)C1=NC=CC(=C1)NC1=NC=C(C(=N1)NC1CCC(CC1)(O)C)C1=NN(C=C1)CC(F)(F)F